C(CNC(CC1=C(C(=NO1)C1=CC=C(C=C1)OC)C1=CC=C(C=C1)OC)=O)NC(CC1=C(C(=NO1)C1=CC=C(C=C1)OC)C1=CC=C(C=C1)OC)=O N,N'-(Ethane-1,2-di-yl)-bis-(2-[3,4-bis(4-methoxyphenyl)isoxazol-5-yl]acetamide)